C(C)OCCOCCO[2H] 2-(2-Ethoxyethoxy)-ethanol-d